N1=CC=CC(=C1)C(=O)[2H] Pyridine-5-carbaldehyde-d